ethyl (E)-4-((3-chloro-4-fluorophenyl) (methyl) amino)-4-oxobut-2-enoate ClC=1C=C(C=CC1F)N(C(/C=C/C(=O)OCC)=O)C